FC(C(=O)O)(F)F.NC1=C(C=2N(C=C1)N=CC2C#N)OC 5-Amino-4-methoxypyrazolo[1,5-a]pyridine-3-carbonitrile 2,2,2-trifluoroacetate